5-(3-isopropyl-2-methyl-3H-imidazo[4,5-b]pyridin-5-yl)-N-(trans-4-morpholinocyclohexyl)-7H-pyrrolo[2,3-d]pyrimidin-4-amine C(C)(C)N1C(=NC=2C1=NC(=CC2)C2=CNC=1N=CN=C(C12)N[C@@H]1CC[C@H](CC1)N1CCOCC1)C